(S)-7-(8-Chloronaphthalen-1-yl)-8-fluoro-2-((1-methylpyrrolidin-2-yl)methoxy)-4-(piperazin-1-yl)pyrido[4,3-d]pyrimidine ClC=1C=CC=C2C=CC=C(C12)C1=C(C=2N=C(N=C(C2C=N1)N1CCNCC1)OC[C@H]1N(CCC1)C)F